2-(2-Bromo-3-fluorobenzylidene)-1-methylhydrazine-1-carboxamide BrC1=C(C=NN(C(=O)N)C)C=CC=C1F